rac-3-((1S*,2S*)-2-(4-methylpyrimidin-2-yl)cyclopropyl)quinoxalin-6-amine CC1=NC(=NC=C1)[C@@H]1[C@H](C1)C=1C=NC2=CC=C(C=C2N1)N |r|